4-((6-Chloro-2-methoxyacridin-9-yl)amino)-2-((4-(2-(diisopropylamino)-ethyl)piperazin-1-yl)methyl)-phenol ClC=1C=C2N=C3C=CC(=CC3=C(C2=CC1)NC1=CC(=C(C=C1)O)CN1CCN(CC1)CCN(C(C)C)C(C)C)OC